C1(=CC=CC=C1)NC(C=1C(C(=O)O)=CC=CC1)=O N-PHENYLPHTHALAMIC ACID